CCCCCCCCC1CCCC1 N-OCTYLCYCLOPENTANE